4-(bicyclo[1.1.1]pentan-1-yl)-3-bromophenol C12(CC(C1)C2)C2=C(C=C(C=C2)O)Br